C1(CCCCC1)CNCC=1C=CC=2N(C1)C=C(N2)CNC(=O)C=2N=C1N(C(C2)=O)C=CC=C1 N-[(6-{[(cyclohexylmethyl)amino]methyl}imidazo[1,2-a]pyridin-2-yl)methyl]-4-oxo-4H-pyrido[1,2-a]pyrimidine-2-carboxamide